NC1=C(C(=NC(=C1F)C1=CC=C2C=CNC2=C1F)C(=O)OC)Cl methyl 4-amino-3-chloro-5-fluoro-6-(7-fluoro-1H-indol-6-yl)pyridin-2-carboxylate